tert-butyl 2-(4-(7-carbamoylimidazo[2',1':2,3]thiazolo[4,5-c]pyridin-2-yl)-3-fluorophenyl)pyrrolidine-1-carboxylate C(N)(=O)C1=CC2=C(C=N1)N1C(S2)=NC(=C1)C1=C(C=C(C=C1)C1N(CCC1)C(=O)OC(C)(C)C)F